2-[4-(cyclopropylmethylamino)-3-isopropyl-6-oxo-pyridazin-1-yl]-N-([1,2,4]triazolo[4,3-a]pyridin-6-yl)acetamide C1(CC1)CNC=1C(=NN(C(C1)=O)CC(=O)NC=1C=CC=2N(C1)C=NN2)C(C)C